amino-4-ethylthiazole-5-carboxylic acid ethyl ester C(C)OC(=O)C1=C(N=C(S1)N)CC